F[P-](F)(F)(F)(F)F.[Ir+3].F[P-](F)(F)(F)(F)F.F[P-](F)(F)(F)(F)F iridium(III) hexafluoro-phosphate